(Z)-4-(1-(4-amino-2-fluoro-but-2-en-1-yl)-2-(trifluoromethyl)-1H-benzo[d]imidazol-4-yl)-N-cyclopropylbenzenesulfonamide NC\C=C(\CN1C(=NC2=C1C=CC=C2C2=CC=C(C=C2)S(=O)(=O)NC2CC2)C(F)(F)F)/F